1-amino-4,9-dioxa-12-dodecanamine NCCCOCCCCOCCCN